C1(=CC=CC2=CC=CC=C12)N(C1=CC(=C(C=C1)C1=C(C=C(N(C2=CC=CC=C2)C2=CC=CC3=CC=CC=C23)C=C1)C)C)C1=CC=CC=C1 N,N'-bis(1-naphthyl)-N,N'-bis(phenyl)-2,2'-dimethylbenzidine